N-[3-chloro-4-[4-[2-[(2S)-pyrrolidin-2-yl]acetyl]piperazine-1-carbonyl]phenyl]-5-[2,3-difluoro-4-(fluoromethoxy)phenyl]-1-methyl-imidazole-2-carboxamide formate C(=O)O.ClC=1C=C(C=CC1C(=O)N1CCN(CC1)C(C[C@H]1NCCC1)=O)NC(=O)C=1N(C(=CN1)C1=C(C(=C(C=C1)OCF)F)F)C